FC1CN(C1)C(=O)NC1=CC(=C(C=C1)F)N1N=C2N=CC(=CC2=C1)N1CC2(COC2)CC1 3-fluoro-N-[4-fluoro-3-(5-{2-oxa-6-azaspiro[3.4]octan-6-yl}-2H-pyrazolo[3,4-b]pyridin-2-yl)phenyl]azetidine-1-carboxamide